ClC1=CC2=C(N(S(C3=C2C=CC=C3)(=O)=O)CC(=O)OCC)C=C1 Ethyl (9-chloro-5,5-dioxido-6H-dibenzo[c,e][1,2]thiazin-6-yl)acetate